(3R,5S,E)-7-(6-cyclopropyl-4-(4-fluorophenyl)-3-methylthieno[2,3-b]pyridin-5-yl)-3,5-dihydroxyhept-6-enoic acid sodium salt [Na+].C1(CC1)C1=C(C(=C2C(=N1)SC=C2C)C2=CC=C(C=C2)F)/C=C/[C@H](C[C@H](CC(=O)[O-])O)O